C1(CC1)[C@](CNC(=O)C=1NC(C(=CN1)C)=O)(CC1=CC=C(C=C1)F)C (R)-N-(2-cyclopropyl-3-(4-fluorophenyl)-2-methylpropyl)-5-methyl-6-oxo-1,6-dihydropyrimidine-2-carboxamide